OCC(C(=O)[O-])(C)C Hydroxypivalate